OCC(CO)CO 2-Hydroxymethyl-1,3-propanediol